COC1CCN(CC1)C1=CC=CC(=N1)S(=O)(=O)NC(=O)C=1C(=NC=CC1)N1C(CC(C1)C)(C)C N-[[6-(4-Methoxy-1-piperidyl)-2-pyridyl]sulfonyl]-2-(2,2,4-trimethylpyrrolidin-1-yl)pyridin-3-carboxamid